NC1=NC(=C2N=CN(C2=N1)[C@H]1C=C[C@H](C1)COP(=O)(OC1=CC=CC=C1)N[C@@H](C)C(=O)OC(C)C)OC Isopropyl ((((1S,4R)-4-(2-amino-6-methoxy-9H-purin-9-yl)cyclopent-2-en-1-yl)methoxy)(phenoxy)phosphoryl)-L-alaninate